3-Methoxy-1H-pyrazole COC1=NNC=C1